NCCOC1=CC=C(C=C1)C=1C=C2C(=CNC2=CC1Cl)C(=O)O 5-(4-(2-aminoethoxy)phenyl)-6-chloro-1H-indole-3-carboxylic acid